4-{3-[1-(4-Amino-3-methyl-1H-pyrazolo[3,4-d]pyrimidin-1-yl)ethyl]-5-chloro-2-methoxy-6-methylphenyl}pyridine NC1=C2C(=NC=N1)N(N=C2C)C(C)C=2C(=C(C(=C(C2)Cl)C)C2=CC=NC=C2)OC